(S)-1-(5-chloro-3-fluoropyridin-2-yl)-4-(4-fluorobenzyl)-3-((1s,3R)-3-hydroxycyclobutyl)-piperazine-2,5-dione ClC=1C=C(C(=NC1)N1C([C@@H](N(C(C1)=O)CC1=CC=C(C=C1)F)C1CC(C1)O)=O)F